Methyl 1-(2-(3-(benzyloxy)propoxy)ethyl)-2-methyl-1H-benzo[d]imidazole-4-carboxylate C(C1=CC=CC=C1)OCCCOCCN1C(=NC2=C1C=CC=C2C(=O)OC)C